4-(4-cyano-3-(((S)-1-methylpyrrolidin-2-yl)methoxy)-5,6,7,8-tetrahydro-2,6-naphthyridin-1-yl)-2-(cyanomethyl)piperazine-1-carboxylic acid tert-butyl ester C(C)(C)(C)OC(=O)N1C(CN(CC1)C1=NC(=C(C=2CNCCC12)C#N)OC[C@H]1N(CCC1)C)CC#N